CS(=O)(=O)OC1CCOCC1 oxane-4-yl methanesulfonate